10E,12Z-octadeca-9,11-dienoic acid C(CCCCCCC\C=C\C=C/CCCCCC)(=O)O